BrC=1C(=C(O[C@H](CCN)C)C=CC1F)CNCC (S)-3-(3-bromo-2-((ethylamino)methyl)-4-fluorophenoxy)butane-1-amine